FC(OC1=CC(=NN1)NC1=CC=C2C(=N1)N(C=N2)C(C)C2(CCOCC2)O)F 4-(1-(5-((5-(Difluoromethoxy)-1H-pyrazol-3-yl)amino)-3H-imidazo[4,5-b]pyridin-3-yl)ethyl)tetrahydro-2H-pyran-4-ol